3-(((tert-butoxycarbonyl)amino)methyl)phenylacetic acid C(C)(C)(C)OC(=O)NCC=1C=C(C=CC1)CC(=O)O